5-((R)-1-isopropyl-1,2,3,4-tetrahydroisoquinoline-2-carbonyl)-1-oxoisoindolin C(C)(C)[C@H]1N(CCC2=CC=CC=C12)C(=O)C=1C=C2CNC(C2=CC1)=O